3-((3-(ethoxymethyl)-3-(2-(4-methylthiophen-yl)ethyl)pyrrolidin-1-yl)methyl)pyridine C(C)OCC1(CN(CC1)CC=1C=NC=CC1)CCC=1SC=C(C1)C